C(C)C1=CC(=NN1)C1=C2C(=NC(=NC2=CC(=C1OC)OCCCN1CCCC1)N1CCC(CC1)OC)N (5-ethyl-1H-pyrazol-3-yl)-6-methoxy-2-(4-methoxypiperidin-1-yl)-7-(3-(pyrrolidin-1-yl)propoxy)quinazolin-4-amine